tert-Butyl 6-(4-hydroxy-4-methylpiperidin-1-yl)quinoline-4-carboxylate OC1(CCN(CC1)C=1C=C2C(=CC=NC2=CC1)C(=O)OC(C)(C)C)C